valproic acid methyl ester COC(C(CCC)CCC)=O